N-[4-(3-cyanophenyl)-5-(2,6-dimethyl-4-pyridyl)thiazol-2-yl]-4-(oxetan-3-yl)piperazine-1-carboxamide C(#N)C=1C=C(C=CC1)C=1N=C(SC1C1=CC(=NC(=C1)C)C)NC(=O)N1CCN(CC1)C1COC1